NC1=CC(=C(C=C1)C1=CC(=NC=C1)O[C@H]1CN(CC1)C1=C(C(N(N=C1)C1OCCCC1)=O)Cl)F 5-((R)-3-((4-(4-amino-2-fluorophenyl)pyridin-2-yl)oxy)pyrrolidin-1-yl)-4-chloro-2-(tetrahydro-2H-pyran-2-yl)pyridazin-3(2H)-one